tert-butyl (6-(pyridin-4-yl)-1-(tetrahydro-2H-pyran-2-yl)-1H-pyrazolo[3,4-b]pyridin-4-yl)carbamate N1=CC=C(C=C1)C1=CC(=C2C(=N1)N(N=C2)C2OCCCC2)NC(OC(C)(C)C)=O